Cholestanylamin C(C(C)CCC[C@@H](C)[C@H]1CC[C@H]2[C@@H]3CCC4CCCC[C@]4(C)[C@H]3CC[C@]12C)N